[N+](=O)([O-])C1=CC=CC=2N(C=NC21)C(=O)OC(C)(C)C tert-Butyl 4-nitro-1H-benzimidazole-1-carboxylate